C(C1=CC=CC=C1)[C@H]1C(OC2=NC(=C(C=C21)C(=O)NC2=NC(=CC=C2)C=2C=NN(C2)C)OC2COCC2)(C)C Benzyl-(R)-2,2-dimethyl-N-(6-(1-methyl-1H-pyrazol-4-yl)pyridin-2-yl)-6-((tetrahydrofuran-3-yl)oxy)-2,3-dihydrofuro[2,3-b]pyridine-5-carboxamide